2-(3-(10-(naphthalen-2-yl)anthracene-9-yl)phenyl)-1-phenyl-1H-benzo[d]imidazole C1=C(C=CC2=CC=CC=C12)C1=C2C=CC=CC2=C(C2=CC=CC=C12)C=1C=C(C=CC1)C1=NC2=C(N1C1=CC=CC=C1)C=CC=C2